[(1R)-1-(1-naphthyl)ethyl]-3-[3-(trifluoromethyl)phenyl]propan-1-amine C1(=CC=CC2=CC=CC=C12)[C@@H](C)C(CCC1=CC(=CC=C1)C(F)(F)F)N